7-amino-5-((1-methylpiperidin-4-yl)amino)furo[2,3-c]pyridine-2-carbonitrile NC=1N=C(C=C2C1OC(=C2)C#N)NC2CCN(CC2)C